N-(2-(4-(4-cyclobutylpiperazine-1-yl)piperidine-1-yl)-5-((6-((R)-3-(2,5-difluorophenyl)-isoxazolidine-2-yl)pyrimidine-4-yl)amino)-4-methoxyphenyl)acrylamide C1(CCC1)N1CCN(CC1)C1CCN(CC1)C1=C(C=C(C(=C1)OC)NC1=NC=NC(=C1)N1OCC[C@@H]1C1=C(C=CC(=C1)F)F)NC(C=C)=O